FC=1C=C2C3=C(NC2=C(C1)NC)N=CC(=C3N3CCOCC3)C=3C=C1C(C(=CN(C1=NC3)N3CCOCC3)C(=O)O)=O 6-[6-fluoro-8-(methylamino)-4-morpholino-9H-pyrido[2,3-b]indol-3-yl]-1-morpholino-4-oxo-1,8-naphthyridine-3-carboxylic acid